C(=O)C(=O)C1=C(C(=O)O)C=CC=C1 2-(formylcarbonyl)benzoic acid